N1=CC=C(C=C1)C1=NOC(=C1)CC=1OC=C(N1)C(=O)OCC ethyl 2-((3-(pyridin-4-yl)isoxazol-5-yl)methyl)oxazole-4-carboxylate